(2,2-difluoro-1-hydroxyethyl)-7-hydroxy-2-naphthonitrile FC(C(O)C1=C(C=CC2=CC=C(C=C12)O)C#N)F